1-bromo-2-chloro-4-iodo-5-nitrobenzene BrC1=C(C=C(C(=C1)[N+](=O)[O-])I)Cl